pyridine-3,5-dicarboxylate N1=CC(=CC(=C1)C(=O)[O-])C(=O)[O-]